tertiarybutyl-hydrazine methyl-N-(tert-butoxycarbonyl)-3-[(3S)-2-oxo(5,5-2H2)pyrrolidin-3-yl]-L-alaninate COC([C@@H](NC(=O)OC(C)(C)C)C[C@H]1C(NC(C1)([2H])[2H])=O)=O.C(C)(C)(C)NN